[N+](=[N-])=C([C@H]([C@H]([C@@H]([C@H](C=O)O)O)O)O)O diazoglucose